N[C@@H]1[C@@H](CCC1)C1=CC=C(C=C1)C=1C=2C3=C(C(NC2C(=CC1O)C)=O)SC=C3 9-(4-((1S,2S)-2-aminocyclopentyl)phenyl)-8-hydroxy-6-methylthieno[2,3-c]quinolin-4(5H)-one